C1NCC12CC(C2)N2CCC(CC2)N2CCC(CC2)N2C[C@H]1N(C=3C(=NN=C(C3)C3=C(C=CC=C3)O)NC1)CC2 (S)-2-(8-(1'-(2-azaspiro[3.3]heptan-6-yl)-[1,4'-bipiperidin]-4-yl)-6,6a,7,8,9,10-hexahydro-5H-pyrazino[1',2':4,5]pyrazino[2,3-c]pyridazin-2-yl)phenol